6-methyl-N-(1-methylcyclopropyl)-5-[4-(4-methylpyrimidin-2-yl)piperidine-1-carbonyl]furo[2,3-d]pyrimidin-4-amine CC1=C(C2=C(N=CN=C2NC2(CC2)C)O1)C(=O)N1CCC(CC1)C1=NC=CC(=N1)C